CN1CC(C1)(C)[C@@](C=1C=C(C=NC1)C1=NOC(=N1)C1(CN(CCC1)C(C)=O)O)(C1=CC=C(C=C1)C(C)C)O 1-[3-(3-{5-[(R)-(1,3-Dimethyl-azetidin-3-yl)-hydroxy-(4-isopropyl-phenyl)-methyl]-pyridin-3-yl}-[1,2,4]oxadiazol-5-yl)-3-hydroxy-piperidin-1-yl]-ethanone